C(C)OC(=O)C1NCC1 Azetidine-2-carboxylic acid ethyl ester